BrC1=C(C(=C(C(=C1)Br)CC#N)F)CC#N 2,2'-(4,6-dibromo-2-fluoro-1,3-phenylene)diacetonitrile